5-[3-(4-chlorophenyl)-4-phenyl-4,5-dihydropyrazol-1-yl]-2-[(4-methoxyphenyl)methyl]-4-methyl-1,2,4-triazol-3-one ClC1=CC=C(C=C1)C1=NN(CC1C1=CC=CC=C1)C=1N(C(N(N1)CC1=CC=C(C=C1)OC)=O)C